4-((7-(benzo[d][1,3]dioxolan-5-yl)benzo[d]isothiazol-3-yl)amino)-3-chlorobenzaldehyde O1COC2=C1C=CC(=C2)C2=CC=CC=1C(=NSC12)NC1=C(C=C(C=O)C=C1)Cl